2-methyl-N-((S)-2,2,2-trifluoro-1-(p-tolyl)ethyl)propane-2-sulfinamide CC(C)(C)S(=O)N[C@H](C(F)(F)F)C1=CC=C(C=C1)C